2-Amino-N-[2-bromo-5-[(5-cyclopropyloxypyridin-2-yl)carbamoyl]-4-fluorophenyl]-1,3-thiazole-5-carboxamide NC=1SC(=CN1)C(=O)NC1=C(C=C(C(=C1)C(NC1=NC=C(C=C1)OC1CC1)=O)F)Br